2-(3-fluorophenyl)-N-(cis-2-hydroxycyclohexyl)-6-(4-methoxyphenyl)-3-oxo-2,3-dihydropyridazine-4-carboxamide FC=1C=C(C=CC1)N1N=C(C=C(C1=O)C(=O)N[C@H]1[C@H](CCCC1)O)C1=CC=C(C=C1)OC